2-(1-cyclopropyl-1H-pyrazol-4-yl)-N-(5-((2-(2,2-dimethylpyrrolidin-1-yl)ethyl)carbamoyl)-2-methylpyridin-3-yl)pyrazolo[5,1-b]thiazole-7-carboxamide C1(CC1)N1N=CC(=C1)C1=CN2C(S1)=C(C=N2)C(=O)NC=2C(=NC=C(C2)C(NCCN2C(CCC2)(C)C)=O)C